N,2-dimethoxy-N-({4-[5-(trifluoromethyl)-1,2,4-oxadiazol-3-yl]phenyl}methyl)propanamide CON(C(C(C)OC)=O)CC1=CC=C(C=C1)C1=NOC(=N1)C(F)(F)F